8-Methyl-2-thieno[2,3-c]pyridin-5-yl-6-(thiomorpholinomethyl)-3H-quinazolin-4-one hydrochloride Cl.CC=1C=C(C=C2C(NC(=NC12)C=1C=C2C(=CN1)SC=C2)=O)CN2CCSCC2